C(C)(C)(C)OC(=O)N1C[C@H](OC2=C([C@H]1C)N=CC=C2)CC.C(CCC)[Sn](C2=NC=CC=C2OCOCC[Si](C)(C)C)(CCCC)CCCC 2-(tributylstannyl)-3-((2-(trimethylsilyl)ethoxy)methoxy)pyridine tert-butyl-(2R,5R)-2-ethyl-5-methyl-2,3-dihydropyrido[2,3-f][1,4]oxazepine-4(5H)-carboxylate